FC1=C(C(=CC=C1F)F)CC(=O)O 2,3,6-trifluorophenylacetic acid